Ethyl 2-[benzyl-[(5-chloro-2-pyridyl)methyl]amino]-2-oxo-acetate C(C1=CC=CC=C1)N(C(C(=O)OCC)=O)CC1=NC=C(C=C1)Cl